C1(=CC=CC=C1)C=1N=C(SC1)C1N(CCC1)C(=O)N 2-(4-phenylthiazol-2-yl)pyrrolidine-1-carboxamide